COC=1C=C(C=CC1)C1CN(CC1)C1=NC=CC(=N1)C1=NC=CC(=N1)C#CN1N=CC2=CC=CC=C12 ((2'-(3-(3-methoxyphenyl)pyrrolidin-1-yl)-[2,4'-bipyrimidin]-4-yl)ethynyl)-1H-indazole